C(C)(C)(C)OC(=O)N1CC(C1)OC1=NC(=NC(=C1)N(C1CCC(CC1)(F)F)C(=O)OC(C)(C)C)C#N tert-butyl-3-((6-((tert-butoxycarbonyl)(4,4-difluorocyclohexyl)amino)-2-cyanopyrimidin-4-yl)oxy)azetidine-1-carboxylate